N=1C=NN2C1C(=CC=C2)CCCC2C[C@@H]1N(CCN(C1)C1=NC=C(C=C1)F)C2=O (8aS)-7-(3-([1,2,4]triazolo[1,5-a]pyridin-8-yl)propyl)-2-(5-fluoropyridin-2-yl)hexahydropyrrolo[1,2-a]pyrazin-6(2H)-one